Valproyl-coenzyme A C(C(CCC)CCC)(=O)SCCNC(CCNC([C@@H](C(COP(OP(OC[C@@H]1[C@H]([C@H]([C@@H](O1)N1C=NC=2C(N)=NC=NC12)O)OP(=O)(O)O)(=O)O)(=O)O)(C)C)O)=O)=O